CC(C(C)O)CCCC(C)(OC)C 3,7-dimethyl-7-methoxy-octan-2-ol